C(C)(C)(C)OC(CN1CC(C1)NC1=C(C=CC=C1)N)=O 3-((2-aminophenyl)amino)azetidine-1-acetic acid tert-butyl ester